C1(CCC1)CNCC=1C=CC=2N(C1)C=C(N2)CN2N=NC(=C2)C=2C=C(C=NC2)NC 5-(1-((6-(((cyclobutylmethyl)amino)methyl)imidazo[1,2-a]pyridin-2-yl)methyl)-1H-1,2,3-Triazol-4-yl)-N-methylpyridin-3-amine